FC1=C(C(=CC=C1)F)N1N=CC(=N1)NC(C1=C(C=CC=C1)C(F)(F)F)=O N-[2-(2,6-difluorophenyl)-2H-1,2,3-triazol-4-yl]-2-(trifluoromethyl)benzamide